3-(piperazin-1-yl)-propanoic acid N1(CCNCC1)CCC(=O)O